7-(trifluoromethyl)-2,3-dihydro-[1,3]thiazolo[3,2-a]pyrimidin-5-one FC(C=1N=C2N(C(C1)=O)CCS2)(F)F